(7-chloro-2-(2,6-dioxopiperidin-3-yl)-3-oxoisoindolin-5-yl)methyl (3-chloro-4-methylphenyl)carbamate ClC=1C=C(C=CC1C)NC(OCC=1C=C2C(N(CC2=C(C1)Cl)C1C(NC(CC1)=O)=O)=O)=O